1-(6-(3-methoxyazetidin-1-yl)pyridin-3-yl)benzene-1,2-diamine COC1CN(C1)C1=CC=C(C=N1)C1(C(C=CC=C1)N)N